C(=CCCCCCCCCCCCCCC)O 1-hexadecenol